ClC=1C=CC(=C(C1)C1=CC(=C(N=N1)C)NC1=CC(=NC=C1)NC(CCN1CCN(CC1)CCS(=O)(=O)C)=O)F N-(4-{[6-(5-chloro-2-fluorophenyl)-3-methylpyridazin-4-yl]amino}pyridin-2-yl)-3-[4-(2-methanesulfonylethyl)piperazin-1-yl]propanamide